5-[3-(6-methoxypyridin-2-yl)-1,2,4-oxadiazol-5-yl]-1-(propan-2-yl)-1H-1,2,3-benzotriazole COC1=CC=CC(=N1)C1=NOC(=N1)C1=CC2=C(N(N=N2)C(C)C)C=C1